[HeH]C1=NC=2NC(NC(C2N1)=O)=O helioxanthine